COC=1C=C(CN)C=CC1O 3-methoxy-4-hydroxybenzylamine